C(CC)(=O)C1=CC=C(OCCCCC(=O)O)C=C1 5-(4-propionylphenoxy)pentanoic acid